4-Cyano-N-(2'-(5-phenyl-1H-imidazol-2-yl)-3,4'-bipyridin-5-yl)benzamide C(#N)C1=CC=C(C(=O)NC=2C=C(C=NC2)C2=CC(=NC=C2)C=2NC(=CN2)C2=CC=CC=C2)C=C1